(1-(difluoromethyl)-2-oxabicyclo[2.1.1]hexan-4-yl)methanol (6Z)-tert-butyl-N-[trans-4-(4-amino-6-methoxyimino-5,5-dimethyl-benzo[h]quinazolin-8-yl)oxycyclohexyl]carbamate C(C)(C)(C)N(C(=O)OCC12COC(C1)(C2)C(F)F)[C@@H]2CC[C@H](CC2)OC=2C=CC1=C(\C(\C(C=3C(=NC=NC13)N)(C)C)=N/OC)C2